2-(3-bromo-6-chloro-2-nitrophenoxy)benzaldehyde BrC=1C(=C(OC2=C(C=O)C=CC=C2)C(=CC1)Cl)[N+](=O)[O-]